ClC=1C=C(C=CC1)C(C(F)F)C1=CC=CC=C1 (3-chlorophenyl)-2,2-difluoro-1-phenylethane